C(C)(C)(C)OC(N(CC(NCCO)=O)CC)=O.OC(C(=O)C1=CC=C(C=C1)C(=C)C)(C)C 2-hydroxy-2-methyl-[4-(1-methylvinyl)phenyl]propan-1-one tert-Butyl-N-ethyl-N-{[(2-hydroxyethyl)carbamoyl]methyl}carbamate